ClC1=C(CSC2=NN=C(S2)N2C(C(C=C2)O)=O)C=CC=C1 1-(5-((2-chlorobenzyl)thio)-1,3,4-thiadiazol-2-yl)-3-hydroxy-pyrrol-2-one